CC(C(=O)N1C(CCCC1)C=1NC(=CN1)C1=CC=C(C=O)C=C1)CC 4-(2-(1-(2-methylbutyryl)piperidin-2-yl)-1H-imidazol-5-yl)benzaldehyde